CC1(C2(OC2(CCC1)C)C=CC(C)=O)C 4-(2,2,6-trimethyl-7-oxabicyclo[4.1.0]hept-1-yl)-3-buten-2-one